FC1=CC(=CC2=C1OCO2)C=2C(=NC(=CN2)CCCOC)N2CCC(CC2)C(=O)OCC ethyl 1-(3-(7-fluorobenzo[d][1,3]dioxol-5-yl)-6-(3-methoxypropyl)pyrazin-2-yl)piperidine-4-carboxylate